[4-(3,4-difluorophenyl)-8-hydroxy-3-tetrahydropyran-4-yl-1-isoquinolinyl]propionic acid FC=1C=C(C=CC1F)C1=C(N=C(C2=C(C=CC=C12)O)C(C(=O)O)C)C1CCOCC1